C(C)(C)(C)C=1C=C(COCC2=CC(=C(C(=C2)C(C)(C)C)O)C(C)(C)C)C=C(C1O)C(C)(C)C 3,5-di-t-butyl-4-hydroxybenzyl ether